2-((3S)-3-((S)-sec-butyl)-7-chloro-2-oxo-5-phenyl-2,3,4,5-tetrahydro-1H-benzo[e][1,4]diazepin-1-yl)-N-(phenyl-sulfonyl)acetamide [C@H](C)(CC)[C@@H]1NC(C2=C(N(C1=O)CC(=O)NS(=O)(=O)C1=CC=CC=C1)C=CC(=C2)Cl)C2=CC=CC=C2